4-fluoro-7-methoxy-2-methyl-1,2-dihydronaphthalene FC1=CC(CC2=CC(=CC=C12)OC)C